C(C)(C)(C)[SiH2]NC(O)=O.C(N)(O[SiH2]C(C)(C)C)=O tert-butylsilyl carbamate (tert-butylsilylcarbamate)